ClC1=C(C(=C(C=C1OC)OC)Cl)C1=CC2=C(N=C(N=C2)N[C@H]2[C@H](COC2)NC(C=C)=O)C(=N1)NCCOC N-((3R,4S)-4-((6-(2,6-dichloro-3,5-di-methoxyphenyl)-8-((2-methoxyethyl)amino)pyrido[3,4-d]pyrimidin-2-yl)amino)tetrahydrofuran-3-yl)acrylamide